NC1=NC=CC2=C(C=CC=C12)C=1C=C2C(CC3(CCN(CC3)C(=O)OC(C)(C)C)C2=CC1)OC1=C(C=CC=C1)CC(=O)OCC tert-butyl 5-(1-aminoisoquinolin-5-yl)-3-(2-(2-ethoxy-2-oxoethyl) phenoxy)-2,3-dihydrospiro[indene-1,4'-piperidine]-1'-carboxylate